NCCCOC1=CC=C(CC=2N=C3C(=NC(=NN3C2)OCCCC)N)C=C1 (4-(3-aminopropoxy)benzyl)-2-butoxyimidazo[2,1-f][1,2,4]triazin-4-amine